1-((5-(4-Fluorophenyl)pyridin-3-yl)methyl)-1,2,3,4-tetrahydroquinoline FC1=CC=C(C=C1)C=1C=C(C=NC1)CN1CCCC2=CC=CC=C12